(2-chloro-5-fluorophenyl)acetamide ClC1=C(C=C(C=C1)F)CC(=O)N